4-anthraquinoneiD C1=CC=[C-]C=2C(C3=CC=CC=C3C(C12)=O)=O